COC1=C(C=C(C=C1)OC)C(CNC(C)=O)O N-(2-(2,5-dimethoxyphenyl)-2-hydroxyethyl)acetamide